1-(3-(4-((5-chloro-2,4-difluorophenyl)amino)pyrido[3,2-d]pyrimidin-6-yl)piperidin-1-yl)prop-2-en-1-one ClC=1C(=CC(=C(C1)NC=1C2=C(N=CN1)C=CC(=N2)C2CN(CCC2)C(C=C)=O)F)F